4-fluorocuban FC12C3C4C5C(C14)C2C53